NC1=NC=NC=2N(C3=CC(=C(C=C3C21)OC)OC)CC(=O)O 2-(4-amino-6,7-dimethoxy-9H-pyrimido[4,5-b]indol-9-yl)acetic acid